OC1=CC=C(C=C1)C(=C(CC)C1=CC=C(C=C1)O)C1=CC=C(C=C1)N1CCC(CC1)CN1CC2N(C(C1)C2)C=2C=C1C(N(C(C1=CC2F)=O)C2C(NC(CC2)=O)=O)=O 5-(3-((1-(4-(1,2-bis(4-hydroxyphenyl)but-1-en-1-yl)phenyl)piperidin-4-yl)methyl)-3,6-diazabicyclo[3.1.1]heptan-6-yl)-2-(2,6-dioxopiperidin-3-yl)-6-fluoroisoindoline-1,3-dione